BrC1=C(C=O)C(=C(C=C1)F)F 2-bromo-5,6-difluorobenzaldehyde